1-(4-(7-(5-methyl-1H-indazol-4-yl)-6-(trifluoromethyl)cinnolin-4-yl)piperazin-1-yl)prop-2-en-1-one CC=1C(=C2C=NNC2=CC1)C1=C(C=C2C(=CN=NC2=C1)N1CCN(CC1)C(C=C)=O)C(F)(F)F